C=1(C(=CC=CC1)S(=O)(=O)OCCCC)S(=O)(=O)OCCCC dibutyl 1,2-benzenedisulfonate